2,2-difluoro-2-(3-(2-(2-methoxyethoxy)ethoxy)phenyl)acetic acid FC(C(=O)O)(C1=CC(=CC=C1)OCCOCCOC)F